C(C)NC(=O)C1=CN(C2=NC=C(N=C21)N[C@H]2C[C@@H](N(CC2)C(=O)OC(C)(C)C)C)COCC[Si](C)(C)C |r| Trans-racemic-tert-butyl 4-{[7-(ethylcarbamoyl)-5-{[2-(trimethylsilyl)ethoxy]methyl}-5H-pyrrolo[2,3-b]pyrazin-2-yl]amino}-2-methylpiperidine-1-carboxylate